phenyl(piperidin-4-yl)methyl ((S)-1-(((S)-1-(benzo[d]thiazol-2-yl)-5-guanidino-1-oxopentan-2-yl)amino)-4-methyl-1-oxopentan-2-yl)carbamate S1C(=NC2=C1C=CC=C2)C([C@H](CCCNC(=N)N)NC([C@H](CC(C)C)NC(OC(C2CCNCC2)C2=CC=CC=C2)=O)=O)=O